3-(5-methoxy-1,3-benzothiazol-2-yl)-N-(piperidin-4-yl)pyridin-4-amine COC=1C=CC2=C(N=C(S2)C=2C=NC=CC2NC2CCNCC2)C1